4-[4,4-dideuterio-3-[2,6-dichloro-4-(1-methylpyrazol-4-yl)benzoyl]-2H-1,3-benzoxazin-8-yl]-2-morpholine-4-ylbenzoic acid [2H]C1(N(COC2=C1C=CC=C2C2=CC(=C(C(=O)O)C=C2)N2CCOCC2)C(C2=C(C=C(C=C2Cl)C=2C=NN(C2)C)Cl)=O)[2H]